FC=1C=C(C=CC1)COC=1C(=NC=C(C1)B1OC(C(O1)(C)C)(C)C)N 3-[(3-fluorophenyl)methoxy]-5-(4,4,5,5-tetramethyl-1,3,2-dioxaborolan-2-yl)pyridin-2-amine